N-((3R,4S)-4-((7-(2,6-dichloro-3,5-dimethoxyphenyl)-5-(3-methoxypiperidin-1-yl)-2,6-naphthyridin-3-yl)amino)tetrahydrofuran-3-yl)acrylamide ClC1=C(C(=C(C=C1OC)OC)Cl)C1=NC(=C2C=C(N=CC2=C1)N[C@H]1[C@H](COC1)NC(C=C)=O)N1CC(CCC1)OC